3-(5-(4-(2-methoxypyridin-3-yl)-1H-1,2,3-triazol-1-yl)-1-oxoisoindolin-2-yl)piperidine-2,6-dione COC1=NC=CC=C1C=1N=NN(C1)C=1C=C2CN(C(C2=CC1)=O)C1C(NC(CC1)=O)=O